C(CCC)OC(=O)[C@H]1N(CC(C1)(F)F)P(=O)(OC1=CC=CC=C1)CC1=CC2=C(SC(=C2)C(=O)O)C=C1 5-((((S)-2-(butoxycarbonyl)-4,4-difluoropyrrolidin-1-yl)(phenoxy)phosphoryl)methyl)benzo[b]thiophene-2-carboxylic acid